C(C(C)C)[C-]1C(=CC=C1)CC(C)C.[CH-]1C=CC=C1.[Fe+2] 1,2-diisobutyl-ferrocene